CN1N=NN=C1C(C1=CC=CC=C1)=NOCC1=CC=CC(=N1)NC(O)=O N-[6-[[[(1-methyltetrazol-5-yl)-phenyl-methylene]amino]oxymethyl]-2-pyridinyl]carbamic acid